2,2'-methylene-bis(4,6-di-t-butylphenyl) phosphate, sodium salt [Na+].P1(=O)(OC2=C(C=C(C=C2C(C)(C)C)C(C)(C)C)CC2=C(C(=CC(=C2)C(C)(C)C)C(C)(C)C)O1)[O-]